1,2-Bis(p-hydroxyphenyl)ethane OC1=CC=C(C=C1)CCC1=CC=C(C=C1)O